S(=O)(=O)([O-])[O-].[Ni+2].[Ni+2] nickel hemisulphate